CN(C)CCC(C(=O)OCC)=C ethyl N,N-dimethylaminoethylacrylate